C(C)OC=1C=CC(=NC1)C=1N(C(=NN1)[C@@H]1C[C@H](C1)NC(C1=CC(=CC=C1)O)=O)C1=C(C=CC=C1)F N-(trans-3-(5-(5-ethoxypyridin-2-yl)-4-(2-fluorophenyl)-4H-1,2,4-triazol-3-yl)cyclobutyl)-3-hydroxybenzamide